ClCC(=O)[C@@H]1C(C12CCN(CC2)S(=O)(=O)N=CN(C)C)(F)F (2R)-2-(Chloroacetyl)-N-[(dimethylamino)methylidene]-1,1-difluoro-6-azaspiro[2.5]octane-6-sulfonamide